N[C@H](C(C)C)C(=O)O R-Valin